C(C(CC(C(C)O)O)O)O 1,2,4,5-hexantetraol